3-(1-oxo-5-(6-(trifluoromethyl)-2-azaspiro[3.3]heptane-2-carbonyl)isoindolin-2-yl)piperidine-2,6-dione O=C1N(CC2=CC(=CC=C12)C(=O)N1CC2(C1)CC(C2)C(F)(F)F)C2C(NC(CC2)=O)=O